N,N-dimethyl-3-bromobenzamide CN(C(C1=CC(=CC=C1)Br)=O)C